((R)-6-oxa-2,9-diazaspiro[4.5]decan-2-yl)methanone C1N(CC[C@]12OCCNC2)C=O